4-nitro-2-trifluoromethyl-aniline [N+](=O)([O-])C1=CC(=C(N)C=C1)C(F)(F)F